C[C@]1(COCC1)N1C=C2C=NNC(C2=CC1=O)=O 6-((S)-3-methyltetrahydrofuran-3-yl)-2,6-dihydropyrido[3,4-d]pyridazine-1,7-dione